C(C)(C)(C)OC(=O)N1[C@@H](CCC1)C=1C=C(C=C2CCN(CC12)C(=O)N1C2COCC1CC2)Cl (S)-2-[6-chloro-2-(3-oxa-8-azabicyclo[3.2.1]octane-8-carbonyl)-1,2,3,4-Tetrahydroisoquinolin-8-yl]pyrrolidine-1-carboxylic acid tert-butyl ester